C(#N)C=1C=C(C=NC1OC(F)F)NC(=O)C1CC(C2=C1C=NC=1N2N=C(C1F)F)(C)C N-(5-cyano-6-(difluoromethoxy)pyridin-3-yl)-2,3-difluoro-8,8-dimethyl-7,8-dihydro-6H-cyclopenta[e]pyrazolo[1,5-a]pyrimidine-6-carboxamide